S(=O)(=O)(OC=1NC(=C(N1)C)CC)[O-] ethylmethylimidazolyl sulfate